OCC1(CC1)COC=1N=CC2=C(N1)CN(C2)C(=O)[O-] 2-((1-(hydroxymethyl)cyclopropyl)methoxy)-5,7-dihydro-6H-pyrrolo[3,4-d]pyrimidine-6-carboxylate